N6-(2-azido-acetyl)-L-lysine N(=[N+]=[N-])CC(=O)NCCCC[C@H](N)C(=O)O